C1(CC1)[C@@H](\C=C\S(=O)(=O)C)NC(=O)C=1C(=NC(=NC1)C(C)(F)F)OC1=CC=CC=C1 N-[(1S,2E)-1-CYCLOPROPYL-3-(METHANESULFONYL)PROP-2-EN-1-YL]-2-(1,1-DIFLUOROETHYL)-4-PHENOXYPYRIMIDINE-5-CARBOXAMIDE